Cl.CC1=CNC=2N=CN=C(C21)N2CCSC(=C2)C(=O)NC([C@@H]2NCCC2)C2=CC=CC=C2 4-(5-methyl-7H-pyrrolo[2,3-d]pyrimidin-4-yl)-N-(phenyl((R)-pyrrolidin-2-yl)methyl)-3,4-dihydro-2H-1,4-thiazine-6-carboxamide hydrochloride